2-(tert-butyl)-4-chloro-6-phenyl-1,3,5-triazine C(C)(C)(C)C1=NC(=NC(=N1)Cl)C1=CC=CC=C1